N-phenyl-N-1,2,3-thiadiazol-5-ylurea C1(=CC=CC=C1)N(C(=O)N)C1=CN=NS1